C(C)(=O)N([C@@H](CO)C(=O)O)C1[C@H](N)[C@@H](O)[C@H](O)[C@H](O1)CO N-acetyl-glucosaminyl-L-serine